2-(2-((5-(3-(aminomethyl)phenyl)benzo[1,2-b:3,4-b']Difuran-3-yl)methoxy)phenyl)acetic acid ethyl ester C(C)OC(CC1=C(C=CC=C1)OCC=1C2=C(OC1)C1=C(OC=C1)C(=C2)C2=CC(=CC=C2)CN)=O